FC1(CCC(CC1)(C)C1=C(C=C(C=N1)N1N=NC(=C1)C(=O)O)F)F 1-[6-(4,4-difluoro-1-methylcyclohexyl)-5-fluoropyridin-3-yl]-1,2,3-triazole-4-carboxylic acid